2-((S)-4-(7-(8-ethylnaphthalen-1-yl)-8-fluoro-2-(((S)-1-methylpyrrolidin-2-yl)methoxy)quinazolin-4-yl)piperazin-2-yl)acetonitrile C(C)C=1C=CC=C2C=CC=C(C12)C1=CC=C2C(=NC(=NC2=C1F)OC[C@H]1N(CCC1)C)N1C[C@@H](NCC1)CC#N